FC(C(=O)[O-])(OC(C(OC(F)(F)F)(C(F)(F)F)F)(F)F)C(F)(F)F.[NH4+] ammonium perfluoro-2,5-dimethyl-3,6-dioxaheptanoate